ClC1=CC(=CC=2C(=NS(=NC12)(=O)C)N[C@@H](C)C=1N(N=CN1)C1=NC=CC=N1)C(F)(F)F 10-chloro-3-methyl-3-oxo-N-[(1S)-1-(2-pyrimidin-2-yl-1,2,4-triazol-3-yl)ethyl]-8-(trifluoromethyl)-3λ6-thia-2,4-diazabicyclo[4.4.0]deca-1(6),2,4,7,9-pentaen-5-amine